rac-(2S,5R)-1-amino-5-(2-boronoethyl)-2-hydroxycyclohexane-1-carboxylic acid NC1([C@H](CC[C@H](C1)CCB(O)O)O)C(=O)O |r|